4,5-Difluoro-2-methoxybenzaldehyde FC1=CC(=C(C=O)C=C1F)OC